C(C=1C(C(=O)OCCCCCCCCCCCCCCCC(C)C)=CC(C(=O)OCCCCCCCCCCCCCCCC(C)C)=C(C(=O)OCCCCCCCCCCCCCCCC(C)C)C1)(=O)OCCCCCCCCCCCCCCCC(C)C tetraisostearyl pyromellitate